COC1=CC=C(CN(C=2CCOC2)CC2=CC=C(C=C2)OC)C=C1 4-(bis(4-methoxybenzyl)amino)-1,3-dihydrofuran